N-(4-(8-fluoro-1,1-dioxo-2,3-dihydrobenzo[f][1,4]thiazepine-4(5H)-yl)-2,6-Dimethylphenyl)-3,3-dimethylbutanamide FC1=CC2=C(CN(CCS2(=O)=O)C2=CC(=C(C(=C2)C)NC(CC(C)(C)C)=O)C)C=C1